(1R,2S,3S,5S)-methyl 3-(4-iodophenyl)-8-azabicyclo[3.2.1]octane-2-carboxylate ((1R,2S,3S,5S)-methyl 3-(4-iodophenyl)-8-azabicyclo[3.2.1]octane-2-carboxylate) C[C@]12[C@H]([C@H](C[C@H](CC1)N2)C2=CC=C(C=C2)I)C(=O)O.IC2=CC=C(C=C2)[C@@H]2[C@@H]([C@H]1CC[C@@H](C2)N1)C(=O)OC